5-bromo-2-(methoxycarbonyl)pyridine 1-oxide BrC=1C=CC(=[N+](C1)[O-])C(=O)OC